3-Amino-6-cyclobutyl-4-(6,7-difluoro-1H-indazol-4-yl)-1H-1,7-phenanthrolin-2-one NC=1C(NC2=C3C=CC=NC3=C(C=C2C1C1=C2C=NNC2=C(C(=C1)F)F)C1CCC1)=O